CC1=CC=C(C=C1)S(=O)(=O)OCCOCCOCCOCCOCCOCCOCCOCCOCCOCCOC 2,5,8,11,14,17,20,23,26,29-decaoxahentriacontan-31-yl 4-methylbenzenesulfonate